(1-(2-(((1H-pyrrolo[3,2-c]pyridin-2-yl)methyl)amino)-2-oxoethyl)-6-oxo-2-phenyl-1,6-dihydropyrimidin-5-yl)-2-fluoro-3'-methoxy-[1,1'-biphenyl]-4-carboxamide N1C(=CC=2C=NC=CC21)CNC(CN2C(=NC=C(C2=O)C=2C(=C(C=CC2C(=O)N)C2=CC(=CC=C2)OC)F)C2=CC=CC=C2)=O